(E)-4-(Dimethylamino)-N-(6-(4-hydroxy-3-isopropylbenzoyl)-2-methoxy-5,6,7,8-tetrahydro-1,6-naphthyridin-3-yl)-N-methylbut-2-enamide CN(C/C=C/C(=O)N(C)C=1C(=NC=2CCN(CC2C1)C(C1=CC(=C(C=C1)O)C(C)C)=O)OC)C